C(C1=CC=C(C=C1)OC)(=O)C=CC anisoylpropene